(3S)-3-[(8-carbamoyl-6-[4-[1-(morpholin-4-yl)ethyl]phenyl]pyrido[3,2-d]pyrimidin-4-yl)amino]piperidine-1-carboxylate C(N)(=O)C1=CC(=NC2=C1N=CN=C2N[C@@H]2CN(CCC2)C(=O)[O-])C2=CC=C(C=C2)C(C)N2CCOCC2